1,2-bis(dicyclopentylphosphino)propane C1(CCCC1)P(CC(C)P(C1CCCC1)C1CCCC1)C1CCCC1